(1s,3s)-N1-(5-(1,3,4-thiadiazol-2-yl)-1H-pyrrolo[2,3-b]pyridin-4-yl)cyclobutane-1,3-diamine S1C(=NN=C1)C=1C(=C2C(=NC1)NC=C2)NC2CC(C2)N